Carbohydrazid NNC(=O)NN